C(C)(C)NC1=C(C(=CC=C1)N)N isopropylaminobenzene-1,2-diamine